FC=1C(=NC=CC1CN1CCC2(CC(CO2)O)CC1)C=1C=C2CN(C(C2=CC1)=O)C1C(NC(CC1)=O)=O 3-(5-(3-fluoro-4-((3-hydroxy-1-oxa-8-azaspiro[4.5]decan-8-yl)methyl)pyridin-2-yl)-1-oxoisoindolin-2-yl)piperidine-2,6-dione